CN(C1CCN(CC1)C(C)C=1N2C=C(C=C2C=CC1C)C1=CN=CN1C)C 5-(1-(4-(dimethylamino)piperidin-1-yl)ethyl)-6-methyl-2-(1-methyl-1H-imidazol-5-yl)indolizine